C(#N)C1=CC=C(CCN[C@H](C(=O)NC2=NC=C(C=C2)N2CC(C2)OC)C2=CC=CC=C2)C=C1 |r| (S)- and (R)-2-((4-cyanophenethyl)amino)-N-(5-(3-methoxy-azetidin-1-yl)-pyridin-2-yl)-2-phenylacetamide